2-Chloro-2-methyl-propanenitrile ClC(C#N)(C)C